ClC=1C=CC=C2C=CC=C(C12)C1=C(C=2N=C(N=C(C2C=N1)N1C[C@@H](N(CC1)C(=O)OC(C)(C)C)CC#N)SC)F tert-butyl (2S)-4-[7-(8-chloro-1-naphthyl)-8-fluoro-2-methyl sulfanyl-pyrido[4,3-d]pyrimidin-4-yl]-2-(cyanomethyl)piperazine-1-carboxylate